2-[4-[2-[5-(2,2-dimethylbutyl)-1H-imidazol-2-yl]ethyl]phenyl]benzoic acid CC(CC1=CN=C(N1)CCC1=CC=C(C=C1)C1=C(C(=O)O)C=CC=C1)(CC)C